1-bromo-3,5-divinylbenzene BrC1=CC(=CC(=C1)C=C)C=C